OCN1C(N(C(C1=O)N(C(=O)NCO)CO)CO)=O N-[1,3-bis(hydroxymethyl)2,5-dioxo-4-imidazolidinyl]-N,N'-bis(hydroxy-methyl)urea